[Si](C1=CC=CC=C1)(C1=CC=CC=C1)(C(C)(C)C)OC1C(N(CC1)CC=1SC=CC1)=O 3-((tert-butyldiphenylsilyl)oxy)-1-(thiophen-2-ylmethyl)pyrrolidin-2-one